NC1=NC=CC=C1C1=NC=2C(=NC(=CC2)C2=CC=CC=C2)N1C1=CC=C(CN2CCN(CC2)C=2C=C(C#N)C=CN2)C=C1 2-(4-(4-(2-(2-Aminopyridin-3-yl)-5-phenyl-3H-imidazo[4,5-b]pyridin-3-yl)benzyl)piperazin-1-yl)isonicotinonitrile